C(C1=CC=CC=C1)C1(CC(=NO1)CNC(=O)C=1C(=NN(C1)C(C)C)C)C(=O)OC methyl 5-benzyl-3-((1-isopropyl-3-methyl-1H-pyrazole-4-carboxamido)methyl)-4,5-dihydroisoxazole-5-carboxylate